FC1=CC=C(C=C1)C1=C(N(C2=CC=CC=C12)C(C)C)/C=C/[C@H](C[C@H](CC(=O)O)O)O (E,3R,5S)-7-[3-(4-fluorophenyl)-1-propan-2-ylindol-2-yl]-3,5-dihydroxyhept-6-enoic acid